(R)-3-amino-α-methyl-5-(trifluoromethyl)benzylamine NC=1C=C([C@@H](C)N)C=C(C1)C(F)(F)F